C(C)OC(=O)C1=CC(=NN1)C12OCC(CC1)(CC2)COC2OCCCC2 3-(4-(((tetrahydro-2H-pyran-2-yl)oxy)methyl)-2-oxabicyclo[2.2.2]oct-1-yl)-1H-pyrazole-5-carboxylic acid ethyl ester